methyl-2-hydroxy-3-methyl butanoate CC(C)C(C(=O)OC)O